3-(2-bromo-3-(1,4-benzodioxan-6-yl)anilino)benzisoxazole BrC1=C(NC2=NOC3=C2C=CC=C3)C=CC=C1C1=CC3=C(OCCO3)C=C1